6-(2-bromopropan-2-yl)-4-(trifluoromethyl)pyridazin-3(2H)-one BrC(C)(C)C=1C=C(C(NN1)=O)C(F)(F)F